FC1=C(C=CC(=C1)F)C1=CC2=C(C(C=C(O2)C)=O)C=C1 7-(2,4-difluorophenyl)-2-methyl-4H-benzopyran-4-one